2-chloro-1,3,2-benzodioxaborole ClB1OC2=C(O1)C=CC=C2